C(CCC(=O)O)(=O)O.C(CCCCCCCCCCC\C=C/CCCCCCCC)(=O)OCC(O)CO Glyceryl Monoerucate Succinate